4-dimethylamino-4'-azidochalcone CN(C1=CC=C(C=C1)\C=C\C(=O)C1=CC=C(C=C1)N=[N+]=[N-])C